FC1=C(C=C2CC(C(C2=C1)NC(O[C@@H]1CN2CCC1CC2)=O)(C)C)C2=CC=C(C=C2)CCC (S)-quinuclidin-3-yl (6-fluoro-2,2-dimethyl-5-(4-propylphenyl)-2,3-dihydro-1H-inden-1-yl)carbamate